(S)-2-(4-bromo-2-propionylphenoxy)propionic acid methyl ester COC([C@H](C)OC1=C(C=C(C=C1)Br)C(CC)=O)=O